FC=1C=CC(=C2C=C(N(C12)CCNC1=CC(=NC=N1)C1=CC(=C(C=C1)CO)OC)C)OC (4-{6-[2-(7-Fluoro-4-methoxy-2-methyl-indol-1-yl)-ethylamino]-pyrimidin-4-yl}-2-methoxy-phenyl)-methanol